2-Bromoquinoline-6-carboxylic acid methyl ester COC(=O)C=1C=C2C=CC(=NC2=CC1)Br